methyl-5-amino-6-((3-chlorophenyl)amino)nicotinic acid CC1=C(C(=O)O)C=C(C(=N1)NC1=CC(=CC=C1)Cl)N